IC1=NC=C(C(=C1)I)C(F)(F)F 2,4-diiodo-5-trifluoromethyl-pyridine